FC1=CC=C(C(=O)NC(CC=O)C)C=C1 4-FLUORO-N-(1-METHYL-3-OXOPROPYL)BENZAMIDE